4-(4-((tert-butoxycarbonyl)amino)-2-fluorophenyl)tetrahydrofuran-3-carboxylic acid methyl ester COC(=O)C1COCC1C1=C(C=C(C=C1)NC(=O)OC(C)(C)C)F